[Cl-].[Cl-].CC=1C(=C(C(=C2C(=C(C(C12)[Zr+2][Si](C)(C)C1C=CC=C1)C)C)C1=CC=C(C=C1)C(C)(C)C)C)C tetramethylcyclopentadienyldimethylsilyl-2-methyl-4-(4-tert-butylphenyl)indenyl-zirconium dichloride